(6-(1H-indol-6-yl)-5-methylpyridazin-3-yl)(1-ethylpiperidin-3-yl)methanol N1C=CC2=CC=C(C=C12)C1=C(C=C(N=N1)C(O)C1CN(CCC1)CC)C